2-methyl-5-(pyridin-3-yl)furan-3-carbonyl chloride CC=1OC(=CC1C(=O)Cl)C=1C=NC=CC1